2,4-dimethylbenzenesulfonic acid hydrate O.CC1=C(C=CC(=C1)C)S(=O)(=O)O